C(C)SC EthylMethylSulfide